4-(3,4-dihydroisoquinolin-2(1H)-yl)-1H-1,2,3-triazole-5-carboxylic acid C1N(CCC2=CC=CC=C12)C=1N=NNC1C(=O)O